COC1=CC=C(C=N1)CC12CN(CC(N1)C2)C2=NC=C(N=C2)[Sn](CCCC)(CCCC)CCCC ((6-methoxypyridin-3-yl)methyl)-3-(5-(tributylstannyl)pyrazin-2-yl)-3,6-diazabicyclo[3.1.1]heptane